α,α',α''-tris(3-methoxy-4-hydroxyphenyl)1,3,5-triisopropylbenzene (R)-methyl-2-(((benzyloxy)carbonyl)amino)-3-(3-((S)-1-ethoxyethyl)-5-fluorobenzamido)propanoate COC([C@@H](CNC(C1=CC(=CC(=C1)F)[C@H](C)OCC)=O)NC(=O)OCC1=CC=CC=C1)=O.COC=1C=C(C=CC1O)C(C)(C)C1=CC(=CC(=C1)C(C)(C)C1=CC(=C(C=C1)O)OC)C(C)(C)C1=CC(=C(C=C1)O)OC